N-methyl-toluenesulfonamide CNS(=O)(=O)CC1=CC=CC=C1